4-ethylphenyl isonitrile C(C)C1=CC=C(C=C1)[N+]#[C-]